2-Bromopropene BrC(=C)C